ClC=1C=CC2=C(C(=NCC(N2CC(F)(F)F)=O)C2=CC=CC=C2)C1 7-chloro-5-phenyl-1-(2,2,2-trifluoroethyl)-1H-1,4-benzodiazepin-2(3H)-one